tert-butyl cyclopropylacetylene-1-carbamate C1(CC1)C#CNC(=O)OC(C)(C)C